ClC1=CC(=C(C=C1)SC1=CC=CC=C1)C1=CC(C2=CC=CC=C12)(C)C (4-chloro-2-(1,1-dimethyl-1H-inden-3-yl)phenyl)-(phenyl)sulfane